CN1N=CC=2C1=NC(=CN2)N[C@@H](C)C=2C=C(C=CC2)NC(C2=CN=C(C=C2)S(=O)(=O)C)=O (S)-N-(3-(1-((1-methyl-1H-pyrazolo[3,4-b]pyrazin-6-yl)amino)ethyl)phenyl)-6-(methylsulfonyl)nicotinamide